Benzyl (1R,3S,5R)-3-amino-5-(methoxymethoxy)cyclohexane-1-carboxylate N[C@H]1C[C@H](C[C@H](C1)OCOC)C(=O)OCC1=CC=CC=C1